(3E)-15,15-didecyloxy-3-pentadecen-1-ol C(CCCCCCCCC)OC(CCCCCCCCCC/C=C/CCO)OCCCCCCCCCC